3-thiazol-2-yl-1,4-dihydro-1,8-naphthyridine-3-carboxylic acid S1C(=NC=C1)C1(CNC2=NC=CC=C2C1)C(=O)O